((trans)-4-(3-Phenylazetidine-1-carbonyl)cyclohexyl)carbamic acid tert-butyl ester C(C)(C)(C)OC(N[C@@H]1CC[C@H](CC1)C(=O)N1CC(C1)C1=CC=CC=C1)=O